CN1[C@](CCC1)(C)COC/C=C/S(=O)(NC(NC1=C2CCCC2=CC=2CCCC12)=O)=N (E)-3-(((S)-1,2-dimethylpyrrolidin-2-yl)methoxy)-N-((1,2,3,5,6,7-hexahydro-s-indacen-4-yl)carbamoyl)prop-1-ene-1-sulfonimidamide